2-[[3-(4-Benzyloxyphenyl)-4-(4-pyridyl)pyrazol-1-yl]methoxy]ethyl-trimethyl-silane C(C1=CC=CC=C1)OC1=CC=C(C=C1)C1=NN(C=C1C1=CC=NC=C1)COCC[Si](C)(C)C